C(C)C=1C=CC(=NC1OC)OC1CCC2(CN(C2)C(=O)C2CC(C2)(C)O)CC1 (7-((5-ethyl-6-methoxypyridin-2-yl)oxy)-2-azaspiro[3.5]Non-2-yl)((1s,3s)-3-hydroxy-3-methylcyclobutyl)methanone